FC(C1[C@](CN(CC1)C)(C)CO)F ((3S)-4-(difluoromethyl)-1,3-dimethylpiperidin-3-yl)methanol